COC(CN1C=2N(C(C3=C1C(N(C3)C(C)C)=O)=O)N=C(C2)C2CCOCC2)=O [5,8-dioxo-6-(propan-2-yl)-2-(tetrahydro-2H-pyran-4-yl)-5,6,7,8-tetrahydro-4H-pyrazolo[1,5-a]pyrrolo[3,4-d]pyrimidin-4-yl]acetic acid methyl ester